3-[3-[3-(4-Chlorophenyl)-3-oxoprop-1-enyl]phenoxy]propanoic acid ClC1=CC=C(C=C1)C(C=CC=1C=C(OCCC(=O)O)C=CC1)=O